N2-(4-(chloromethyl)phenyl)-N4-(2-(6-methylpyridin-2-yl)pyrimidin-4-yl)pyrimidine-2,4-diamine ClCC1=CC=C(C=C1)NC1=NC=CC(=N1)NC1=NC(=NC=C1)C1=NC(=CC=C1)C